ClC=1C(=C(NC=2C3=C(N=CN2)C=CC(=N3)N3CCN(C2(CC2)C3)C(=O)OC(C)(C)C)C=CC1OC(F)F)F tert-butyl 7-[4-[3-chloro-4-(difluoromethoxy)-2-fluoro-anilino]pyrido[3,2-d]pyrimidin-6-yl]-4,7-diazaspiro[2.5]octane-4-carboxylate